C([C@H](O)C(O)C(=O)O)(=O)O (R)-(+)-tartaric acid